2,5-bis(3-(ethylthio)propoxy)terephthalohydrazide C(C)SCCCOC1=C(C(=O)NN)C=C(C(=C1)C(=O)NN)OCCCSCC